C1(=CC=CC=C1)C1=C(C(=NN1C1=CC=C(C=C1)Br)C(F)F)C#N 5-phenyl-1-(4-bromophenyl)-3-difluoromethyl-1H-pyrazole-4-carbonitrile